4-[4-(3-chlorophenoxy)piperidin-1-yl]-1-methyl-2-oxo-1,2-dihydroquinoline ClC=1C=C(OC2CCN(CC2)C2=CC(N(C3=CC=CC=C23)C)=O)C=CC1